C(NC(C=C)=O)NC(C=C)=O N,N'-methylenebis-acrylamide